4-Fluoro-1-(2-methoxyethyl)piperidine-4-carboxylic acid ethyl ester C(C)OC(=O)C1(CCN(CC1)CCOC)F